C12C(C3CC(CC(C1)C3)C2)CC(=O)NCCN2CCC(CC2)[C@@H](C)N2C(=C(C3=CC=CC=C23)C(=O)NCC=2C(NC(=CC2OC)C)=O)C 1-((R)-1-(1-(2-(2-((1R,3S,5R,7R)-adamantan-2-yl)acetamido)ethyl)piperidin-4-yl)ethyl)-N-((4-methoxy-6-methyl-2-oxo-1,2-dihydropyridin-3-yl)methyl)-2-methyl-1H-indole-3-carboxamide